C(CCCCCCCCCCCCCCCCC)O (9E)-octadecanol